1-(3-chloropyridin-2-yl)cyclobutane-1-carbonitrile ClC=1C(=NC=CC1)C1(CCC1)C#N